3-{[2-(4-Chlorophenyl)imidazo[1,2-a]pyridin-3-yl]methyl}-N-pentyl-3,8-diazabicyclo[3.2.1]octan-8-carboxamid ClC1=CC=C(C=C1)C=1N=C2N(C=CC=C2)C1CN1CC2CCC(C1)N2C(=O)NCCCCC